C(C1=CC=CC=C1)(=O)O[C@@H]1[C@H](O[C@@]([C@]1(C)F)(O)C1=CC=C2C(=NC=NN21)N)COC(C2=CC=CC=C2)=O (2R,3R,4R,5S)-5-(4-aminopyrrolo[2,1-f][1,2,4]triazin-7-yl)-2-((benzoyloxy)methyl)-4-fluoro-5-hydroxy-4-methyltetrahydrofuran-3-yl benzoate